C1(CC1)NC(C1=C(C=CC(=C1)F)SC1=CC=C2C(=NNC2=C1)I)=O N-cyclopropyl-5-fluoro-2-[(3-iodo-1H-indazol-6-yl)sulfanyl]benzamide